CC1=CC2=C(N=C(N=C2NCCCC2=CC=CC=C2)CN2CCCC2)S1 6-methyl-N-(3-phenylpropyl)-2-(pyrrolidin-1-yLMethyl)thieno[2,3-d]pyrimidin-4-amine